tert-Butyl 9-hydroxy-9-((6-oxo-4-phenylpyrimidin-1(6H)-yl)methyl)-6-azaspiro[3.5]nonane-6-carboxylate OC1(CCN(CC12CCC2)C(=O)OC(C)(C)C)CN2C=NC(=CC2=O)C2=CC=CC=C2